gallium (arsine) [AsH3].[Ga]